ethyl 2-(2-(3,3-dimethylbutanamido)-7-fluoro-1-(4-fluorophenyl)-1H-benzo[d]imidazol-6-yl)acetate CC(CC(=O)NC1=NC2=C(N1C1=CC=C(C=C1)F)C(=C(C=C2)CC(=O)OCC)F)(C)C